C(C=C)N1C(C(C(C2=CC(=CC=C12)C=1N=NN(C1)CC1=C(C=C(C=C1)C(F)(F)F)F)=O)O)=O 1-allyl-6-(1-(2-fluoro-4-(trifluoromethyl)benzyl)-1H-1,2,3-triazol-4-yl)-3-hydroxyquinoline-2,4(1H,3H)-dione